ClC1=C(C(=O)N2CCN(CC2)C=2C=C(C=CC2OC)S(=O)(=O)Cl)C=CC(=C1)F 3-[4-(2-Chloro-4-fluoro-benzoyl)piperazin-1-yl]-4-methoxy-benzenesulfonyl chloride